((1r,3s,5s)-8-(6-chloro-1,2,4-triazin-3-yl)-8-azabicyclo[3.2.1]oct-3-yl)carbamic acid tert-butyl ester C(C)(C)(C)OC(NC1C[C@H]2CC[C@@H](C1)N2C=2N=NC(=CN2)Cl)=O